N1N=C(C=C1)C1=NC=CC=N1 2-(pyrazolyl)pyrimidine